(3R,6R,7aS)-6-azido-3-phenyltetrahydropyrrolo[1,2-c]oxazol-5(3H)-one N(=[N+]=[N-])[C@@H]1C[C@@H]2N([C@H](OC2)C2=CC=CC=C2)C1=O